ClC1=CC=C(C=N1)C(C)O 1-(6-chloropyridin-3-yl)ethan-1-ol